3-(6-Chloro-9H-purin-9-yl)-2-methylenedodecan-1-ol ClC1=C2N=CN(C2=NC=N1)C(C(CO)=C)CCCCCCCCC